C(C)(C)(C)C1=C(OCC(=O)O)C=CC=C1 2-(2-(tert-Butyl)phenoxy)acetic acid